N-(4-(benzyloxy)-2-nitrophenyl)-N-(4-Fluorobenzyl)-trifluoroacetamide C(C1=CC=CC=C1)OC1=CC(=C(C=C1)N(C(C(F)(F)F)=O)CC1=CC=C(C=C1)F)[N+](=O)[O-]